3-(2-chloro-3-(ethylsulfanyl) benzyl)-4-((dimethylamino) methyl)-6-fluoro-2-oxo-2H-benzopyran-7-yl dimethylcarbamate CN(C(OC1=CC2=C(C(=C(C(O2)=O)CC2=C(C(=CC=C2)SCC)Cl)CN(C)C)C=C1F)=O)C